CC(CCCC1=CC2=C(C3=CC=CC=C3C(=C2C=C1)OCC(C)C)OCC(C)C)C 2-(4-methylpentyl)-9,10-di(isobutoxy)anthracene